FC(C(=O)O)(F)F.FC1=C(C=CC(=C1)F)S(=O)(=O)NC=1C(=NC=C(C1)C1=NC2=C(C=CC=C2C=C1)N1CCNCC1)OC 2,4-difluoro-N-(2-methoxy-5-(8-(piperazine-1-yl)quinolin-2-yl)pyridine-3-yl)benzenesulfonamide trifluoroacetate